2-(2-methyl-5-(2-(((S)-((R and S)-2-oxo-1,2,3,4-tetrahydro-1,5-naphthyridin-3-yl)(phenyl)methyl)amino)ethyl)phenyl)acetic acid CC1=C(C=C(C=C1)CCN[C@H](C1=CC=CC=C1)[C@@H]1C(NC2=CC=CN=C2C1)=O)CC(=O)O |&1:17|